(R)-5-(2-Fluoro-7-methyl-5H-dibenzo[b,f]azepin-3-yl)-3-imino-2,2,5-trimethylthiomorpholine 1,1-dioxide FC1=CC2=C(NC3=C(C=C2)C=CC(=C3)C)C=C1[C@@]1(CS(C(C(N1)=N)(C)C)(=O)=O)C